N1(CCC1)C1CCC(CC1)N1N=CC(=C1)C1=NC2=C(C(=CC=C2N=C1)OC=1C=CC2=C(NC(=N2)C)C1)Cl 2-(1-((1r,4r)-4-(azetidin-1-yl)cyclohexyl)-1H-pyrazol-4-yl)-8-chloro-7-((2-methyl-1H-benzo[d]imidazol-6-yl)oxy)quinoxaline